(3s,5s)-3-aminomethyl-5-methoxy-hexanoic acid NC[C@H](CC(=O)O)C[C@H](C)OC